C(C)(=O)C1=C(C(=NC=C1)C(C)C)N1C(N=C(C2=C1N=C(C(=C2)Cl)C2=C(C=CC=C2O)F)N2[C@H](CNCC2)C)=O 1-(4-acetyl-2-isopropyl-pyridine-3-yl)-6-chloro-7-(2-fluoro-6-hydroxyphenyl)-4-((S)-2-methylpiperazine-1-yl)pyrido[2,3-d]Pyrimidin-2(1H)-one